((1-((benzyloxy)methyl)-4-fluoropiperidin-4-yl)methyl)-trans-2-phenylcyclopropylamine C(C1=CC=CC=C1)OCN1CCC(CC1)(F)CN[C@H]1[C@@H](C1)C1=CC=CC=C1